O1CCOC12CCN(CC2)C2=CC=C(C=C2)O 4-(1,4-dioxa-8-azaspiro[4.5]decan-8-yl)phenol